CC(CCCCC)(S(=O)(=O)C(=[N+]=[N-])S(=O)(=O)C(CCCCC)(C)C)C bis(1,1-dimethylhexylsulfonyl)diazomethane